2-(4,4-difluorocyclohexyl)-1-(7,7-dimethyl-2-(piperazin-1-yl)-6,7-dihydrothiazolo[5,4-c]pyridin-5(4H)-yl)ethan-1-one FC1(CCC(CC1)CC(=O)N1CC2=C(C(C1)(C)C)N=C(S2)N2CCNCC2)F